[As].[Se] selenium arsenic